C(C=C)(=O)OCCC1=C(C=CC=C1)P(O)(O)=O acryloyloxyethylphenylphosphonic acid